3-(2-hydroxy-pyrimidin-5-yl)-8-phenyl-1,3-diazaspiro[4.5]Decan-2-one OC1=NC=C(C=N1)N1C(NC2(C1)CCC(CC2)C2=CC=CC=C2)=O